2H-tetrazole-5-carboxylic acid N=1NN=NC1C(=O)O